octyl-naphthylamine C(CCCCCCC)NC1=CC=CC2=CC=CC=C12